ON(C(C)C1=CNC=2C=CC=C(C12)O)C 3-[1-[Hydroxy(methyl)amino]ethyl]-1H-indol-4-ol